C(C)C1(NC(N(C(C1)=O)[C@@H]1CC(OC2=CC=C(C=C12)C(=O)N[C@H]1[C@@H](C(OC2=CC=CC=C12)(C)C)O)COC)=N)CC (4R)-4-(4,4-diethyl-2-imino-6-oxotetrahydropyrimidin-1(2H)-yl)-N-((3S,4R)-3-hydroxy-2,2-dimethylchroman-4-yl)-2-(methoxymethyl)chromane-6-carboxamide